1,1-dioxo-thiacyclopentane-3-carboxamide O=S1(CC(CC1)C(=O)N)=O